C(C)(=O)N1CC(CCC1)C=1N=C(N2C(=NC=CC21)N)C2=CC=C(CNC(C1=C(C=CC(=C1)F)OC)=O)C=C2 N-(4-(1-(1-acetylpiperidin-3-yl)-5-aminoimidazo[1,5-c]pyrimidin-3-yl)benzyl)-5-fluoro-2-methoxybenzamide